(1R,3S)-3-((5-fluoro-4-(3-(2-oxopyridin-1(2H)-yl)phenyl)pyrimidin-2-yl)amino)cyclohexane-1-carboxylic acid FC=1C(=NC(=NC1)N[C@@H]1C[C@@H](CCC1)C(=O)O)C1=CC(=CC=C1)N1C(C=CC=C1)=O